9-{3-[(formyloxy)methyl]phenyl}-1-propyl-1,4,9-triazaspiro[5.5]undecane-4-carboxylic acid tert-butyl ester C(C)(C)(C)OC(=O)N1CCN(C2(C1)CCN(CC2)C2=CC(=CC=C2)COC=O)CCC